C1(=CC=CC=C1)C1[C@H](C1)C1=C(C(=O)N)C=CN=C1NC1=NC=C(C=C1)C1=CC=CC=C1 ((S)-2-phenylcyclopropyl)-2-((5-phenylpyridin-2-yl)amino)isonicotinamide